(R)-N4-(1-cyclopropylethyl)-N2-(oxazol-2-ylmethyl)-8-(1,2,3,6-tetrahydropyridin-4-yl)quinazoline-2,4-diamine C1(CC1)[C@@H](C)NC1=NC(=NC2=C(C=CC=C12)C=1CCNCC1)NCC=1OC=CN1